P-[3-[(4,6-diamino-1,3,5-triazin-2-yl)amino]-3-oxopropyl]-P-phenylphosphinic acid NC1=NC(=NC(=N1)N)NC(CCP(O)(=O)C1=CC=CC=C1)=O